CN1N=CC2=CC=C(C=C12)C1=CN=C(S1)C#CC1CCNCC1 5-(1-methyl-1H-indazol-6-yl)-2-(piperidin-4-ylethynyl)thiazole